C(CCCCCCCCCCC)OC1=CC=C(C=C1)S(=O)(=O)C=1C=NC2=CC=C(C=C2C1N1CCC(CC1)N1CCC(CC1)N1CCN(CC1)CC)S(=O)C 3-((4-(dodecyloxy)phenyl)sulfonyl)-4-(4-(4-ethylpiperazin-1-yl)-[1,4'-bipiperidin]-1'-yl)-6-(methylsulfinyl)quinoline